6,6'-Dibromo-2,2'-bis-(3-tosyl-propoxy)-1,1'-binaphthalin BrC=1C=C2C=CC(=C(C2=CC1)C1=C(C=CC2=CC(=CC=C12)Br)OCCCS(=O)(=O)C1=CC=C(C)C=C1)OCCCS(=O)(=O)C1=CC=C(C)C=C1